NC(C(C1=CC=CC=C1)SC1=C(C(=C(C(=N1)N1CCN(CC1)C(=O)C1(COC1)NC(OC(C)(C)C)=O)C#N)CC)C#N)=O tert-butyl (3-(4-(6-((2-amino-2-oxo-1-phenylethyl)thio)-3,5-dicyano-4-ethylpyridin-2-yl)piperazine-1-carbonyl)oxetan-3-yl)carbamate